3-chloro-4-((3-cyclopropyl-5-fluoropyridin-2-yl)methoxy)-2'-(2-(2-hydroxypropan-2-yl)pyrimidin-4-yl)-5',6-dimethyl-2H-[1,4'-bipyridin]-2-one ClC=1C(N(C(=CC1OCC1=NC=C(C=C1C1CC1)F)C)C1=CC(=NC=C1C)C1=NC(=NC=C1)C(C)(C)O)=O